(2R)-2-(2-(3-(4-(3-(2-aminoethoxy)propanamido)-butoxy)phenyl)-2-phenylacetamido)-N-(4-hydroxybenzyl)-5-((Z)-2-((2-propionamidoethyl)-carbamoyl)guanidino)pentanamide NCCOCCC(=O)NCCCCOC=1C=C(C=CC1)C(C(=O)N[C@@H](C(=O)NCC1=CC=C(C=C1)O)CCCN\C(=N/C(NCCNC(CC)=O)=O)\N)C1=CC=CC=C1